ethylidenebismaleimide C(C)(C=1C(=O)NC(C1)=O)C=1C(=O)NC(C1)=O